FC=1C=C(C=CC1F)[C@H]1[C@@H](CN(C1)CCOC)NC(=O)NC1=C(C(=NN1C1=NC=CN=C1)OCC)C 1-((3s,4r)-4-(3,4-difluorophenyl)-1-(2-methoxyethyl)pyrrolidin-3-yl)-3-(3-ethoxy-4-methyl-1-(pyrazin-2-yl)-1H-pyrazol-5-yl)urea